2-(3-(trifluoromethyl)-4,4a-dihydro-spiro[cyclopropa[3,4]cyclopenta[1,2-c]pyrazol-5,2'-[1,3]dithiolane]-1(3bH)-yl)acetic acid FC(C=1C2=C(N(N1)CC(=O)O)C1(SCCS1)C1C2C1)(F)F